(3s,5s)-5-(3-(3-phenylpropyl)-1,2,4-oxadiazol-5-yl)pyrrolidine-3-carboxamide C1(=CC=CC=C1)CCCC1=NOC(=N1)[C@@H]1C[C@@H](CN1)C(=O)N